N,N,N',N'-tetraisopropyl-1-benzyloxyphosphanediamine C(C)(C)N(P(N(C(C)C)C(C)C)OCC1=CC=CC=C1)C(C)C